4-methyl-5-oxo-2-(tetrahydro-2H-pyran-2-yl)-4,5-dihydro-2H-pyrazolo[4,3-b]Pyridin-7-yl triflate O(S(=O)(=O)C(F)(F)F)C=1C=2C(N(C(C1)=O)C)=CN(N2)C2OCCCC2